zirconium(IV) n-octanoate C(CCCCCCC)(=O)[O-].[Zr+4].C(CCCCCCC)(=O)[O-].C(CCCCCCC)(=O)[O-].C(CCCCCCC)(=O)[O-]